S(=O)(=O)(O)OC(C(C)(CP(C1=C(C=CC(=C1)S(=O)(=O)O)OC)C1=C(C=CC(=C1)S(=O)(=O)O)OC)CP(C1=C(C=CC(=C1)S(=O)(=O)O)OC)C1=C(C=CC(=C1)S(=O)(=O)O)OC)O 2,2-bis[bis-(2-methoxy-5-sulfophenyl)phosphinomethyl]-propanediol sulfate